C(#N)C1=CC=C(CCN[C@H](C(=O)NC2=CC(=C(C=C2)C=2C=NN(C2)C)OC)C2=CC=CC=C2)C=C1 |r| (S)- and (R)-2-((4-cyanophenethyl)amino)-N-(3-methoxy-4-(1-methyl-1H-pyrazol-4-yl)-phenyl)-2-phenylacetamide